1-(2,3-Dihydropyrido[3,2-f][1,4]thiazepine-4(5H)-yl)ethan-1-one S1CCN(CC2=C1N=CC=C2)C(C)=O